N-isopropyl-6-methoxy-8-[4-(trifluoromethyl)phenyl]quinoline C(C)(C)N1CC=CC2=CC(=CC(=C12)C1=CC=C(C=C1)C(F)(F)F)OC